(3S)-N-cyclopropyl-2-hydroxy-3-{[(5S)-6-(1-methyl-4,5,6,7-tetrahydroindazole-6-carbonyl)-6-azaspiro[2.5]octan-5-yl]formamido}-4-[(3S)-2-oxopyrrolidin-3-yl]butanamide C1(CC1)NC(C([C@H](C[C@H]1C(NCC1)=O)NC(=O)[C@@H]1CC2(CC2)CCN1C(=O)C1CCC=2C=NN(C2C1)C)O)=O